ClC1=CC(=C(COC2=CC=CC(=N2)C2CCN(CC2)CC2=NC3=C(N2CC2=CN=CN2C)C=CC=C3)C=C1)F 2-[(4-{6-[(4-Chloro-2-fluorobenzyl)oxy]pyridin-2-yl}piperidin-1-yl)methyl]-1-[(1-methyl-1H-imidazol-5-yl)methyl]-1H-benzimidazol